ClC1=NC(=NC=C1C(F)(F)F)NC1=CC=C(C=C1)N1CC(CCC1)O 1-(4-((4-chloro-5-(trifluoromethyl)pyrimidin-2-yl)amino)phenyl)piperidin-3-ol